tert-butyl (R)-2-((N-(1-(4-fluoro-3-(trifluoromethyl)phenyl)cyclopropyl)methylsulfonamido)methyl)pyrrolidine-1-carboxylate FC1=C(C=C(C=C1)C1(CC1)N(S(=O)(=O)C)C[C@@H]1N(CCC1)C(=O)OC(C)(C)C)C(F)(F)F